C(C)N1N=C2C(=CC=C(C2=C1)N1CC(CC1)(C)N(C(OC(C)(C)C)=O)C)C(NC=1C=C(C=2N(C1)C=C(N2)C)F)=O tert-butyl N-{1-[2-ethyl-7-({8-fluoro-2-methylimidazo[1,2-a]pyridin-6-yl} carbamoyl) indazol-4-yl]-3-methylpyrrolidin-3-yl}-N-methylcarbamate